N1=C(C=CC=C1)CC(=O)N 2-(pyridin-2-yl)acetamide